methyl (3S)-3-(2-chloro-3-(trifluoromethyl)phenyl)-3-(2-(4-((5-fluoro-1,4,5,6-tetrahydropyrimidin-2-yl)amino)-1H-indazole-6-carboxamido)acetamido)propanoate trifluoroacetate FC(C(=O)O)(F)F.ClC1=C(C=CC=C1C(F)(F)F)[C@H](CC(=O)OC)NC(CNC(=O)C1=CC(=C2C=NNC2=C1)NC=1NCC(CN1)F)=O